6-methoxy-3-(5-(4-(trifluoromethoxy)phenyl)thiophen-2-yl)-3,4-dihydroacridine-1,9(2H,10H)-dione COC=1C=C2NC=3CC(CC(C3C(C2=CC1)=O)=O)C=1SC(=CC1)C1=CC=C(C=C1)OC(F)(F)F